C1(=CC=CC=C1)[S+](C1=CC=CC=C1)C1=CC=CC=C1.FC(S(=O)(=O)[O-])(C(=O)OCC12CC3(CC(CC(C1)C3)C2)O)F difluoro-(3-hydroxy-adamantan-1-ylmethoxycarbonyl)-methanesulfonic acid-triphenylsulfonium salt